N-[2-(3-cyanophenyl)-1-(6-methoxy-1,3-benzothiazol-2-yl)ethyl]-3-nitro-benzenesulfonamide C(#N)C=1C=C(C=CC1)CC(C=1SC2=C(N1)C=CC(=C2)OC)NS(=O)(=O)C2=CC(=CC=C2)[N+](=O)[O-]